2-((3,4-dimethoxyphenethyl)amino)-5-methyl-8-(tetrahydro-2H-pyran-4-yl)pyrido[2,3-d]pyrimidine-7(8H)-one COC=1C=C(CCNC=2N=CC3=C(N2)N(C(C=C3C)=O)C3CCOCC3)C=CC1OC